[Na+].[Na+].[Na+].C(CCCCCCCC)(=O)OC1=CC(=C2C=CC=3C(=CC(=C4C=CC1=C2C34)S(=O)(=O)[O-])S(=O)(=O)[O-])S(=O)(=O)[O-] 1-nonanoyloxy-pyrene-3,6,8-trisulfonic acid trisodium salt